[O-]C(=O)[C@H](O)[C@@H](O)[C@H](O)[C@H](O)C(=O)[O-] saccharate